Ethyl (S)-5-((tert-butyldiphenylsilyl)oxy)hexanoate [Si](C1=CC=CC=C1)(C1=CC=CC=C1)(C(C)(C)C)O[C@H](CCCC(=O)OCC)C